NC1=CC=C(C=C1)C1(CCCC1)C#N 1-(4-aminophenyl)cyclopentyl-formonitrile